CC1=C(C=C(C=C1)C)CC#CC1=CC=CC=C1 1,4-dimethyl-2-(3-phenylprop-2-yn-1-yl)benzene